C(=O)O.FC(OC1=CC=C(C=C1)C1=NOC(=N1)N1CCC(CC1)C(=O)N)(F)F 1-(3-(4-(trifluoromethoxy)phenyl)-1,2,4-oxadiazol-5-yl)piperidine-4-carboxamide formate